BrC1=C(C=C(C(=O)OC)C=C1OCOC)OCOC methyl 4-bromo-3,5-di[(methoxymethyl)oxy]benzoate